1-decanoyloxy-pyrene-3,6,8-trisulfonic acid trisodium salt [Na+].[Na+].[Na+].C(CCCCCCCCC)(=O)OC1=CC(=C2C=CC=3C(=CC(=C4C=CC1=C2C34)S(=O)(=O)[O-])S(=O)(=O)[O-])S(=O)(=O)[O-]